[NH4+].C1=CC=C2C=CC3=CC=CC4=CC=C1C2=C34 pyrene ammonium salt